6-fluoro-3-(1-{4-[3-(2-morpholin-4-yl-ethoxy)-pyrrolidine-1-carbonyl]-phenyl}-1H-[1,2,3]triazol-4-yl)-1H-quinolin-2-one FC=1C=C2C=C(C(NC2=CC1)=O)C=1N=NN(C1)C1=CC=C(C=C1)C(=O)N1CC(CC1)OCCN1CCOCC1